(S)-N-((R or S)-(4-chloro-3-(trifluoro-methyl)phenyl)(4-chlorophenyl)methyl)-5-oxopyrrolidine-3-carboxamide ClC1=C(C=C(C=C1)[C@H](NC(=O)[C@@H]1CNC(C1)=O)C1=CC=C(C=C1)Cl)C(F)(F)F |o1:7|